5-vinyl-cinnoline-3-carboxylic acid ethyl ester C(C)OC(=O)C=1N=NC2=CC=CC(=C2C1)C=C